2-amino-1-(3-nitrophenyl)ethanone hydrochloride Cl.NCC(=O)C1=CC(=CC=C1)[N+](=O)[O-]